C(C)(C)(C)OC(=O)N1C(CCCC1)OC1=CC(=NC=C1)COC1=C(C=C(C=C1)Cl)C(=O)OC ((2-((4-chloro-2-(methoxycarbonyl)phenoxy)methyl)pyridin-4-yl)oxy)piperidine-1-carboxylic acid tert-butyl ester